COC1=C(C=C(C=C)C=C1)C 4-methoxy-3-methylstyrene